N[C@@H]1CN(CC[C@H]1F)C1=NC2=C(N1CC1=CC=C(C=C1)C#N)C=C(C=C2)C#N 2-((3R,4R)-3-Amino-4-fluoro-1-piperidinyl)-1-(4-cyanobenzyl)-1H-benzimidazol-6-carbonitril